(3R)-1-(2-(4-cyano-1H-1,2,3-triazol-1-yl)-4-(4-fluorophenyl)cyclopentyl)piperidin-3-ylcarbamic acid tert-butyl ester C(C)(C)(C)OC(N[C@H]1CN(CCC1)C1C(CC(C1)C1=CC=C(C=C1)F)N1N=NC(=C1)C#N)=O